2-(3-(Difluoromethyl)-1-(pyridin-2-ylmethyl)-1H-pyrazole-4-carbonyl)-3-hydroxycyclohex-2-en-1-one FC(C1=NN(C=C1C(=O)C=1C(CCCC1O)=O)CC1=NC=CC=C1)F